C1=CC2=C(C=C1C3=CC4=C(C=C3)C(=O)OC4=O)C(=O)OC2=O 3,3',4,4'-biphenyltetracarboxylic anhydride